C(C=C)C1C(N2N(C1)CCC2C2=CC(=CC=C2)F)=O 6-allyl-3-(3-fluorophenyl)-2,3,6,7-tetrahydro-1H-pyrazolo[1,2-a]Pyrazol-5-one